N-(3-(methylsulfonamido)phenyl)-2-(pyrazin-2-yl)thiazole-4-carboxamide CS(=O)(=O)NC=1C=C(C=CC1)NC(=O)C=1N=C(SC1)C1=NC=CN=C1